5-chloro-N-[(1S)-1-cyclopropylethyl]-4-(3,5-difluorophenyl)pyridine-2-carboxamide ethyl-1-((2,2,3,3-tetrafluorocyclobutyl)methyl)-1H-1,2,3-triazole-5-carboxylate C(C)OC(=O)C1=CN=NN1CC1C(C(C1)(F)F)(F)F.ClC=1C(=CC(=NC1)C(=O)N[C@@H](C)C1CC1)C1=CC(=CC(=C1)F)F